O1CCOC(C1)C#N [1,4]dioxane-5-carbonitrile